FC=1C=C(COC2OC3CN4C2(CN2C4=CC=NC2=O)C3)C=C(C1OC1=CC(=CC=C1)C(F)(F)F)F ((3,5-difluoro-4-(3-(trifluoromethyl)phenoxy)benzyl)oxy)-3,4-dihydro-1H,9H,11H-3,11a-methanopyrimido[6',1':2,3]imidazo[5,1-c][1,4]oxazin-9-one